C1NCCC12CN(CCC2)C2=CC=C(C=N2)C=2C=1N(C=C(C2)OCC)N=C2C1C=NN2 4-(6-(2,7-diazaspiro[4.5]decan-7-yl)pyridine-3-yl)-6-ethoxy-1H-pyrazolo[3',4':3,4]pyrazolo[1,5-a]pyridine